(thiophene-2-ylmethylene)malononitrile S1C(=CC=C1)C=C(C#N)C#N